C(C1=CC=CC=C1)N1CCN(CC1)C1=CC=C2C(=N1)C(=CN2)NC(NC2=CC=C(C=C2)C(F)(F)F)=O 3-[5-(4-benzylpiperazin-1-yl)-1H-pyrrolo[3,2-b]pyridin-3-yl]-1-[4-(trifluoromethyl)phenyl]urea